1-isopropyl-2-methyl-6-(5-(6-(4-methylpiperazin-1-yl)pyridin-3-yl)-1H-pyrrolo[2,3-b]pyridin-3-yl)-1H-imidazo[4,5-c]pyridine C(C)(C)N1C(=NC=2C=NC(=CC21)C2=CNC1=NC=C(C=C12)C=1C=NC(=CC1)N1CCN(CC1)C)C